NC=1C(=NC(=C(N1)N)Cl)C(=O)OC Methyl 3,5-diamino-6-chloro-pyrazine-2-carboxylate